[2-[5-(aminomethyl)pyrimidin-2-yl]-5-fluorophenyl]-(2-methyl-6-morpholin-4-ylpyrimidin-4-yl)methanone NCC=1C=NC(=NC1)C1=C(C=C(C=C1)F)C(=O)C1=NC(=NC(=C1)N1CCOCC1)C